NC=1C2=C(N=C(N1)C1=CC=CC=C1)SC(=C2N)C(=O)N2CCC(CC2)F (4,5-diamino-2-phenylthieno[2,3-d]pyrimidin-6-yl)(4-fluoropiperidin-1-yl)methanone